CC1=C(CN2C([C@]3(CC(=NO3)C=3SC=CC3C)CCC2)=O)C=CC=C1 |r| Racemic-7-(2-Methylbenzyl)-3-(3-methyl-2-thienyl)-1-oxa-2,7-diazaspiro[4.5]dec-2-en-6-one